3-(1-(dimethylamino)cyclopropyl)azetidine-1-carboxylic acid tert-butyl ester C(C)(C)(C)OC(=O)N1CC(C1)C1(CC1)N(C)C